N1(CCCCCC1)C1=C(C=C(N)C=C1)S(=O)(=O)N1CCCCCC1 4-(azepan-1-yl)-3-(azepan-1-ylsulfonyl)aniline